BrC=1C=C(C(=C(C=O)C1)OC)F 5-bromo-3-fluoro-2-methoxybenzaldehyde